tetrahydropyran-2-ylindazole O1C(CCCC1)C1=NNC2=CC=CC=C12